ClC1=C(C=CC(=C1)C(F)(F)F)NC(CN1C=2N(C(C(=C1CC)N1CCNCC1)=O)N=C(N2)N2CCOCCC2)=O N-(2-chloro-4-(trifluoromethyl)phenyl)-2-(5-ethyl-2-(1,4-oxazepan-4-yl)-7-oxo-6-(piperazine-1-yl)-[1,2,4]triazolo[1,5-a]pyrimidine-4(7H)-yl)acetamide